C1(CC1)C(=O)NC1=NC=CC(=C1)C1=CNC2=C(C=CC=C12)NC(C1=CN=CC=C1C)=O N-(3-(2-(cyclopropanecarboxamido)pyridin-4-yl)-1H-indol-7-yl)-4-methylnicotinamide